N1C(C1)CN1N=CC(=C1)C1=NC2=C(C(=CC=C2N=C1)OC=1C=CC2=C(NC(=N2)C)C1)Cl (1-(aziridin-2-ylmethyl)-1H-pyrazol-4-yl)-8-chloro-7-((2-methyl-1H-benzo[d]imidazol-6-yl)oxy)quinoxaline